ClC=1C(=NC2=CC(=CC=C2N1)OC=1C=CC2=C(NC(=N2)C)C1)C=1C=NN(C1)CC1CC(C1)(F)F chloro-2-(1-((3,3-difluorocyclobutyl)methyl)-1H-pyrazol-4-yl)-7-((2-methyl-1H-benzo[d]imidazol-6-yl)oxy)quinoxaline